carbamimidoyl-carbamic acid 3-[6-(azetidin-1-yl)-5-fluoropyridin-3-yl]-2-fluorobenzyl ester N1(CCC1)C1=C(C=C(C=N1)C=1C(=C(COC(NC(N)=N)=O)C=CC1)F)F